C(C)(C)(C)OC(=O)N1[C@@H]([C@H](CC1)C(=O)O)CO (2S,3S)-1-(tert-butoxycarbonyl)-2-(hydroxymethyl)pyrrolidine-3-carboxylic acid